N,N'-bis(2-hydroxyethyl)ethylenediamine OCCNCCNCCO